[Pd+2].ClC1(C(C(=CC=C1)CC=CC)P(C1CCCCC1)C1CCCCC1)C1=C(C=C(C=C1C(C)C)C(C)C)C(C)C C1-chloro(crotyl)(2-dicyclohexylphosphino-2',4',6'-triisopropyl-1,1'-biphenyl) palladium(II)